4-(2-hydroxypropan-2-yl)-5-methylthiophene-2-sulfonamide OC(C)(C)C=1C=C(SC1C)S(=O)(=O)N